butyric acid-1-vinyl-1,5-dimethyl-4-hexenyl ester C(=C)C(CCC=C(C)C)(C)OC(CCC)=O